7-[tert-butyl(dimethyl)silyl]oxy-3-cyclopropyl-N-isobutyl-8,9-dihydro-7H-cyclopenta[h]isoquinoline [Si](C)(C)(C(C)(C)C)OC1CCC=2C1=CC=C1C=C(N(CC21)CC(C)C)C2CC2